5-({6-amino-2-[4-(5-chloro-2-cyanophenyl)-5-methoxy-2-oxopyridin-1(2H)-yl]-3-methylhexanoyl}amino)pyrazolo[1,5-a]pyridine-3-carboxamide NCCCC(C(C(=O)NC1=CC=2N(C=C1)N=CC2C(=O)N)N2C(C=C(C(=C2)OC)C2=C(C=CC(=C2)Cl)C#N)=O)C